ethyl (3-(benzyloxy)-5-(3-methoxyphenyl)-4-methylpicolinoyl)glycinate C(C1=CC=CC=C1)OC=1C(=NC=C(C1C)C1=CC(=CC=C1)OC)C(=O)NCC(=O)OCC